Phenol Hydroxide [OH-].C1(=CC=CC=C1)O